C1(CC1)NC(C([C@H](CCC(C)(F)F)NC(=O)C1N(CCC(C1)(F)F)C([C@H](C(C)(C)C)NC(OC)=O)=O)=O)=O Methyl ((S)-1-(S)-(2-(((S)-1-(cyclopropylamino)-6,6-difluoro-1,2-dioxoheptan-3-yl)carbamoyl)-4,4-difluoropiperidin-1-yl)-3,3-dimethyl-1-oxobutan-2-yl)carbamate